Silver p-toluenesulfonate CC1=CC=C(C=C1)S(=O)(=O)[O-].[Ag+]